2-hydroxy-4-vinyloxymethyl-1,3,2-dioxaphosphole OP1OC=C(O1)COC=C